CC1=C(C=CC(=C1)C)[C@H]([C@H](C)OC(CC)=O)C(C)C propionic acid (2S,3R)-3-(2,4-dimethylphenyl)-4-methylpent-2-yl ester